CC1=C(C(N(C=C1)C1=CC=CC=C1)=O)C(=O)N 4-methyl-2-oxo-1-phenyl-1,2-dihydropyridine-3-carboxamide